1-(((1-((6-chloropyridin-3-yl)amino)isoquinolin-6-yl)oxy)methyl)-2,2-dimethylcyclopropane-1-carbonitrile 2,2,2-trifluoroacetate FC(C(=O)O)(F)F.ClC1=CC=C(C=N1)NC1=NC=CC2=CC(=CC=C12)OCC1(C(C1)(C)C)C#N